OCC1CCC2(CN(C2)C(=O)OC(C)(C)C)CC1 tert-Butyl 7-(hydroxymethyl)-2-azaspiro[3.5]nonane-2-carboxylate